(6S)-2-(hydroxymethyl)-2-(methoxymethyl)-6-(p-tolyl)quinuclidin-3-one OCC1(N2[C@@H](CC(C1=O)CC2)C2=CC=C(C=C2)C)COC